C(C)(C)(C)OC(=O)N1CC2=C(CC1)N(N=C2I)C(F)F 1-(Difluoromethyl)-3-iodo-1,4,6,7-tetrahydro-5H-pyrazolo[4,3-c]pyridine-5-carboxylic acid tert-butyl ester